OC1=C(OC2=CC(=CC=C2C1=O)O)C1=CC(=C(C(=C1)O)O)O 3,7,3',4',5'-pentahydroxy-flavone